FC=1C=C2C(=CNC2=CC1F)NS(=O)(=O)CCC1=CC=CC=C1 N-(5,6-difluoro-1H-indol-3-yl)-2-phenylethane-sulfonamide